(E)-N-((1-Benzylpiperidin-4-yl)methyl)-4-(3-(hydroxyamino)-3-oxoprop-1-en-1-yl)benzamide C(C1=CC=CC=C1)N1CCC(CC1)CNC(C1=CC=C(C=C1)\C=C\C(=O)NO)=O